CNC(C1=NC(=C(C=C1)C1CCN(CC1)CC1=CC(=NC=C1)NC(=O)NCC(F)(F)F)C)=O N,6-dimethyl-5-(1-((2-(3-(2,2,2-trifluoroethyl)ureido)pyridin-4-yl)methyl)piperidin-4-yl)picolinamide